C12(CC3CC(CC(C1)C3)C2)CCC=2C=C(SC2)C2(CC2)C=2NC(C=3CN(CCCC3N2)C([C@@H](C2=CC(=CC=C2)C(F)(F)F)O)=O)=O |r| 2-(1-(4-(2-((3S,5S)-adamantan-1-yl)ethyl)thiophen-2-yl)cyclopropyl)-6-((RS)-2-hydroxy-2-(3-(trifluoromethyl)phenyl)acetyl)-3,5,6,7,8,9-hexahydro-4H-pyrimido[5,4-c]azepin-4-one